6-mercapto-1-methylquinolin-2(1H)-one SC=1C=C2C=CC(N(C2=CC1)C)=O